((4-methylpiperazin-1-yl)methyl)-3-(trifluoromethyl)benzamide CN1CCN(CC1)CC1=C(C(=O)N)C=CC=C1C(F)(F)F